5-(6-(tert-butylsulfonyl)-7-methoxyimidazo[1,2-a]pyridin-3-yl)-3-fluoro-2-methoxyphenol C(C)(C)(C)S(=O)(=O)C=1C(=CC=2N(C1)C(=CN2)C=2C=C(C(=C(C2)O)OC)F)OC